(S)-N-(1,1-dimethylsilazepan-4-yl)-2-methoxy-4H-pyrrolo[2,3-d]Thiazole-5-carboxamide C[Si]1(NC[C@H](CCC1)NC(=O)C1=CC2=C(N=C(S2)OC)N1)C